phenyl-isopentyl-malonic acid diphenyl ester C1(=CC=CC=C1)OC(C(C(=O)OC1=CC=CC=C1)(CCC(C)C)C1=CC=CC=C1)=O